C(C)OC1=NC(=CC(=N1)O)O 2-ethoxy-4,6-dihydroxypyrimidine